C(C=C)(=O)N1[C@H](CN(CC1)C1=NC(=NC=2C[C@@H](CCC12)N1CCCC2=CC=CC=C12)OC[C@H]1N(CCC1)C(C)C)CC#N 2-((S)-1-Acryloyl-4-((R)-7-(3,4-dihydroquinolin-1(2H)-yl)-2-(((S)-1-isopropylpyrrolidin-2-yl)methoxy)-5,6,7,8-tetrahydroquinazolin-4-yl)piperazin-2-yl)acetonitrile